C1(CC1)CN1N=C(N=C1)C1=C2C(=NC=C1C)N(C(=C2)S(=O)(=O)N2CCCC2)S(=O)(=O)C2=CC=C(C)C=C2 4-(1-(cyclopropylmethyl)-1H-1,2,4-triazol-3-yl)-5-methyl-2-(pyrrolidin-1-ylsulfonyl)-1-tosyl-1H-pyrrolo[2,3-b]pyridine